FC=1C=C(C=CC1)C1=CC(=CC=C1)C[C@H]1[C@H](CCC=2N1N=C(C2)C)NS(=O)(=O)C |r| rac-N-{(6S,7S)-7-[(3'-fluoro[1,1'-biphenyl]-3-yl)methyl]-2-methyl-4,5,6,7-tetrahydropyrazolo[1,5-a]pyridin-6-yl}methanesulfonamide